2-((2R,3R)-3-aminobicyclo[3.2.1]octan-2-yl)-3-bromo-5-chloro-N-(thiophen-2-ylmethyl)thieno[3,2-b]pyridin-7-amine N[C@H]1[C@@H](C2CCC(C1)C2)C2=C(C1=NC(=CC(=C1S2)NCC=2SC=CC2)Cl)Br